C(C)C=1C(NC2=CC(=CC=C2C1)CN1CCN(CC1)C(=O)C1C(CCC1)O)=O 3-ethyl-7-{[4-(2-hydroxycyclopentanecarbonyl)piperazin-1-yl]methyl}-1H-quinolin-2-one